pyrido[3,4-d]Pyrimidin-5-ol N1=CN=CC2=C1C=NC=C2O